CN1CC2CCC(C1)N2C(=O)C=2C=C1C(=NC2)NC=C1C=1C=C2C(=NC=NC2=CC1)OC1CCN(CC1)C (3-methyl-3,8-diazabicyclo[3.2.1]octan-8-yl)(3-(4-((1-methylpiperidin-4-yl)oxy)quinazolin-6-yl)-1H-pyrrolo[2,3-b]pyridin-5-yl)methanone